C(CCCCCCCCC(=O)OC1CC(N(C(C1)(C)C)OCCCCCCC)(C)C)(=O)OC1CC(N(C(C1)(C)C)OCCCCCCC)(C)C bis(1-heptyloxy-2,2,6,6-tetramethyl-4-piperidyl) sebacate